2,3,5-trifluoro-4-[(4-methoxyphenyl)methoxy]-N-({(1r,4r)-4-[6-(1-oxa-4,9-diazaspiro[5.5]undecan-9-yl)-2H-indazol-2-yl]cyclohexyl}methyl)benzamide FC1=C(C(=O)NCC2CCC(CC2)N2N=C3C=C(C=CC3=C2)N2CCC3(CNCCO3)CC2)C=C(C(=C1F)OCC1=CC=C(C=C1)OC)F